tert-butyl-5-(5-(trifluoromethyl)furan-2-carboxamido)hexahydrocyclopenta[c]pyrrole C(C)(C)(C)C1NCC2C1=CC(C2)NC(=O)C=2OC(=CC2)C(F)(F)F